1-(chloromethyl)-2-fluoro-4-methylsulfonyl-benzene ClCC1=C(C=C(C=C1)S(=O)(=O)C)F